ClC1=CC(=NC=N1)N1OCC[C@@H]1C1=CC(=CC(=C1)F)F (R)-2-(6-chloropyrimidin-4-yl)-3-(3,5-difluorophenyl)isoxazolidine